FC1=C(C=C(C=C1)C(F)(F)F)[C@@H](C)NC(=O)C=1C(=NC=C(C1)C=1C=CC=2N(N1)C=C(N2)NC(CN2CCN(CC2)C)=O)C N-[(1R)-1-[2-fluoro-5-(trifluoromethyl)-phenyl]ethyl]-2-methyl-5-{2-[2-(4-methylpiperazin-1-yl)acetamido]imidazo[1,2-b]pyridazin-6-yl}pyridine-3-carboxamide